Dimethyl 2-(cyanomethyl)-1-oxo-2,3-dihydro-1H-indene-2,5-dicarboxylate C(#N)CC1(C(C2=CC=C(C=C2C1)C(=O)OC)=O)C(=O)OC